1,4-bis(4-phenylpiperazin-1-yl)butane-1,4-dione C1(=CC=CC=C1)N1CCN(CC1)C(CCC(=O)N1CCN(CC1)C1=CC=CC=C1)=O